2-[methyl-(methylsulfonyl)amino]benzoic acid CN(C1=C(C(=O)O)C=CC=C1)S(=O)(=O)C